8-fluoro-2-(1H-pyrazol-3-yl)isoquinolin-1(2H)-one FC=1C=CC=C2C=CN(C(C12)=O)C1=NNC=C1